C1(=CC=CC=C1)C(N1N=CC(=C1)S(=O)(=O)Cl)(C1=CC=CC=C1)C1=CC=CC=C1 1-(triphenylmethyl)pyrazole-4-sulfonylchloride